1-(7-(1-Benzylpiperidin-3-yl)-2-methylpyrazolo[1,5-a]pyrimidin-3-yl)-N-methylmethanamine C(C1=CC=CC=C1)N1CC(CCC1)C1=CC=NC=2N1N=C(C2CNC)C